3-(4-(4-((phenylsulfonyl)methyl)-1H-imidazol-1-yl)phenyl)-5-(trifluoromethyl)-1,2,4-oxadiazole C1(=CC=CC=C1)S(=O)(=O)CC=1N=CN(C1)C1=CC=C(C=C1)C1=NOC(=N1)C(F)(F)F